FC(COC1CCC(CC1)N)(F)F 4-(2,2,2-trifluoroethoxy)cyclohexan-1-amine